N1=CN=CC=2C1=CC(NC2)=O pyrido[4,3-d]pyrimidin-7-one